4-(difluoromethyl)-N-[4-fluoro-5-(2-morpholin-4-ylpyrimidin-4-yl)-2-[(3R,5S)-3,4,5-trimethylpiperazin-1-yl]phenyl]-6-oxo-1H-pyridine-3-carboxamide FC(C=1C(=CNC(C1)=O)C(=O)NC1=C(C=C(C(=C1)C1=NC(=NC=C1)N1CCOCC1)F)N1C[C@H](N([C@H](C1)C)C)C)F